C(C)(C)[Si](C(C)C)(C(C)C)C#CC1=C2C=C3C=CC(=CC3=CC2=C(C2=CC=CC=C12)C#C[Si](C(C)C)(C(C)C)C(C)C)C(=O)O 6,11-bis-((triisopropylsilyl)ethynyl)naphthacene-2-carboxylic acid